4-ethylenedioxy-selenophene C1OC=2C=C[Se]C2OC1